4-(cyclopropylmethoxy)-3-(2-oxoethyl)benzonitrile C1(CC1)COC1=C(C=C(C#N)C=C1)CC=O